methyl (6S,7R)-2-oxo-7-({[(CIS)-4-phenylcyclohexyl]oxy} methyl)-4-oxa-1,8-diazaspiro[5.5]undecane-8-carboxylate O=C1N[C@]2(COC1)[C@@H](N(CCC2)C(=O)OC)CO[C@@H]2CC[C@@H](CC2)C2=CC=CC=C2